3-(5-methoxy-1H-indol-3-yl)-3-oxopropionitrile COC=1C=C2C(=CNC2=CC1)C(CC#N)=O